[Cl-].C[N+](CC)(CC)CC methyl-triethylAmmonium chloride